5-Fluoro-2-methoxy-N-((4-(4,4,5,5-tetramethyl-1,3,2-dioxaborolan-2-yl)-1-((2-(trimethylsilyl)ethoxy)methyl)-1H-pyrazolo[3,4-c]pyridin-7-yl)methyl)benzamide FC=1C=CC(=C(C(=O)NCC=2N=CC(=C3C2N(N=C3)COCC[Si](C)(C)C)B3OC(C(O3)(C)C)(C)C)C1)OC